FC1=CC(=C(OC2=NC=C(C=C2C(=O)NC2=CC(=CC=C2)S(=O)(=O)C)C(F)(F)F)C=C1)OC 2-(4-fluoro-2-methoxy-phenoxy)-N-(3-methylsulfonylphenyl)-5-(trifluoromethyl)pyridine-3-carboxamide